BrC1=CC(=C2C(=CC=C3C4=CC=C(C=5C(=CC=C(C1=C23)C45)C(=O)O)C(=O)O)C(O)=NCCCCCCCCCCC)C(O)=NCCCCCCCCCCC 1-bromo-N,N'-bis(undecyl)perylene-3,4,9,10-tetracarboxylic acid diimine